2-methyl-3-(4,4,5,5-tetramethyl-[1,3,2]dioxaborolan-2-yl)-aniline CC1=C(N)C=CC=C1B1OC(C(O1)(C)C)(C)C